4-chloro-2-nitrophenyl N,P-diphenylphosphonamidate C1(=CC=CC=C1)NP(OC1=C(C=C(C=C1)Cl)[N+](=O)[O-])(=O)C1=CC=CC=C1